COCCOCCOCCOC1=C(SC=C1)C=1SC=CC1OCCOCCOCCOC 3,3'-bis(2-(2-(2-methoxyethoxy)ethoxy)ethoxy)-(bithiophene)